2-(2-((5-(3-(aminomethyl)phenyl)-7-((cyclopropylmethyl)amino)-2-isopropylbenzofuran-3-yl)methoxy)-4-methoxyphenyl)acetic acid NCC=1C=C(C=CC1)C=1C=C(C2=C(C(=C(O2)C(C)C)COC2=C(C=CC(=C2)OC)CC(=O)O)C1)NCC1CC1